5-(4-((6-(3-ethylureido)pyridazin-4-yl)methyl)piperazin-1-yl)-N-methyl-6-(trifluoromethyl)picolinamide C(C)NC(NC1=CC(=CN=N1)CN1CCN(CC1)C=1C=CC(=NC1C(F)(F)F)C(=O)NC)=O